5-(4-(4-(5-chloro-4-((1-methyl-2-oxo-3-(2-oxopropoxy)-1,2-dihydroquinolin-6-yl)amino)pyrimidin-2-yl)piperazin-1-yl)piperidin-1-yl)-2-(2,6-dioxopiperidin-3-yl)isoindoline-1,3-dione ClC=1C(=NC(=NC1)N1CCN(CC1)C1CCN(CC1)C=1C=C2C(N(C(C2=CC1)=O)C1C(NC(CC1)=O)=O)=O)NC=1C=C2C=C(C(N(C2=CC1)C)=O)OCC(C)=O